COC1=CC2=C(N(C(O2)=O)CCNC(=O)C=2OC=CC2)C=C1 (E)-N-(2-(6-methoxy-2-oxo-2,3-dihydro-1,3-benzoxazol-3-yl)ethyl)-2-furanamide